ClC1=CC=C(C=C1)[C@@]1(N(C(C2=CC(=CC(=C12)F)C(CC)(C=1N=CN(C1)C)O)=O)CC1=NC=C(C=N1)C#N)O[C@@H]1COCC1 2-{[(1R)-1-(4-chlorophenyl)-7-fluoro-5-[1-hydroxy-1-(1-methyl-1H-imidazol-4-yl)propyl]-3-oxo-1-[(3S)-oxolan-3-yloxy]-2,3-dihydro-1H-isoindol-2-yl]methyl}pyrimidine-5-carbonitrile